2-[2-[[7-(5-Methyl-1,2,4-oxadiazol-3-yl)-1-isoquinolyl]amino]ethyl]-3-oxo-isoindoline-5-carbonitrile CC1=NC(=NO1)C1=CC=C2C=CN=C(C2=C1)NCCN1CC2=CC=C(C=C2C1=O)C#N